FC(CNC1=C(C#N)C=C(C=C1)C=1OC(=NN1)C=1C=C2C=NNC2=CC1)(C)F 2-[(2,2-difluoro-propyl)amino]-5-[5-(1H-indazol-5-yl)-1,3,4-oxadiazol-2-yl]benzonitrile